3'-chloro-6',7',9a',10'-tetrahydro-1'H,9'H-spiro[cyclohexane-1,8'-pyrido[1',2':3,4]imidazo[1,2-c]pyrimidin]-1'-one ClC=1C=C2N(C(N1)=O)CC1N2CCC2(C1)CCCCC2